4-amino-2-phenylbutan-2-ol NCCC(C)(O)C1=CC=CC=C1